[Ru].ClC=1C(=C(C(P(CC2=CC=CC=C2)CC2=CC=CC=C2)=CC2=CC=CC=C2)C=CC1)Cl dichloro-(phenylmethylene)(tribenzylphosphine) ruthenium